2-chloro-6-[(4-methoxyphenyl)amino]pyrimidine-4-carbonitrile ClC1=NC(=CC(=N1)C#N)NC1=CC=C(C=C1)OC